N[C@@H](C(C(=O)N[C@@H](CCCNC(N)=N)C(=O)O)O)CC1=CC=CC=C1 (2S,3R)-3-amino-2-hydroxyl-4-phenylbutanoyl-(S)-arginine